bis-quinoxalino[2,3-a:2',3'-c]phenazine C1=CC=CC2=NC3=C(C4=NC5=CC=CC=C5N=C4C4=C3N=C3C=CC=CC3=N4)N=C12